4-(4-(3-(4-fluorobenzamido)-2-methylphenyl)-7H-pyrrolo[2,3-d]pyrimidin-6-yl)benzoic acid FC1=CC=C(C(=O)NC=2C(=C(C=CC2)C=2C3=C(N=CN2)NC(=C3)C3=CC=C(C(=O)O)C=C3)C)C=C1